6-[(2S)-2-aminopropyl]-2-chloro-7-methyl-N-[(5-methylfuran-2-yl)methyl]thieno[3,2-d]pyrimidin-4-amine dihydrochloride Cl.Cl.N[C@H](CC1=C(C=2N=C(N=C(C2S1)NCC=1OC(=CC1)C)Cl)C)C